COC1=CC=C(C=C1)CN1N=C(C=2CCCCC2C1=O)CCCCC(=O)O 5-[3-[(4-methoxyphenyl)methyl]-4-oxo-5,6,7,8-tetrahydrophthalazin-1-yl]pentanoic acid